(S)-N-(3-cyano-4-fluorophenyl)-1,2,4-trimethyl-5-(2-oxo-2-((1,1,1-trifluoropropan-2-yl)amino)acetyl)-1H-pyrrole-3-carboxamide C(#N)C=1C=C(C=CC1F)NC(=O)C1=C(N(C(=C1C)C(C(N[C@H](C(F)(F)F)C)=O)=O)C)C